C(C=C)(=O)OC(C(C)C)(CCC)C 2,3-dimethyl-3-hexyl acrylate